BrC1=C(C=C(CO)C=C1)OCOC 4-Bromo-3-methoxymethoxybenzyl alcohol